O=C[C@H](C[C@H]1C(NCCC1)=O)NC(CCCC)=O N-((S)-1-oxo-3-((S)-2-oxopiperidin-3-yl)propan-2-yl)pentanamide